perfluoro-3,6-dioxa-1-heptanol FC(C(OC(C(OC(F)(F)F)(F)F)(F)F)(F)F)(O)F